NCC1CCC(CC1)NS(=O)(=O)C(F)(F)F N-[4-(aminomethyl)cyclohexyl]-1,1,1-trifluoro-methanesulfonamide